(2S,3R)-3-(5-chloro-2-pyrimidinyl)-N-(4-(2,6-dimethoxyphenyl)-5-(2-methoxyethyl)-4H-1,2,4-triazol-3-yl)-2-butanesulfonamide ClC=1C=NC(=NC1)[C@H]([C@H](C)S(=O)(=O)NC1=NN=C(N1C1=C(C=CC=C1OC)OC)CCOC)C